COC1=C(C=C2C(=NC=NC2=C1)NC=1C=C(C=CC1OC)C1=CC(=CC=C1)SC)OC1CCN(CC1)C(C=C)=O 1-(4-((7-methoxy-4-((4-methoxy-3'-(methylthio)-[1,1'-biphenyl]-3-yl)amino)quinazolin-6-yl)oxy)piperidin-1-yl)prop-2-en-1-one